C(#N)C=1C=C(C=NC1OC(F)F)NC(=O)[C@@H]1C[C@@](C2=C1C=NC=1N2N=C(C1)F)(C1=NN(C=C1)C)C (6R,8S)-N-(5-cyano-6-(difluoromethoxy)pyridin-3-yl)-2-fluoro-8-methyl-8-(1-methyl-1H-pyrazol-3-yl)-7,8-dihydro-6H-cyclopenta[e]pyrazolo[1,5-a]pyrimidine-6-carboxamide